C(#N)N1[C@H]([C@H](CC1)C(=O)NC=1N=CN(C1)[C@@H](C)C1=CC=CC=C1)C (2S,3S)-1-cyano-2-methyl-N-(1-((S)-1-phenylethyl)-1H-imidazol-4-yl)pyrrolidine-3-carboxamide